[(3-fluoro-2-methylphenyl)amino]-2-[2-methoxypyrido[3,2-d]pyrimidin-8-yl]-1H,5H,6H,7H-pyrrolo[3,2-c]pyridin-4-one FC=1C(=C(C=CC1)NN1C(=CC=2C(NCCC21)=O)C2=CC=NC1=C2N=C(N=C1)OC)C